CC=1C(=NC=CC1)N 3-methyl-pyridin-2-amine